FC(C=1N=C(OC1C(=O)N1[C@H](C2=C(CC1)NC=N2)C2=NN1C(C=CC=C1F)=C2)C(C)(C)O)F (R)-(4-(difluoromethyl)-2-(2-hydroxypropan-2-yl)oxazol-5-yl)(4-(7-fluoropyrazolo[1,5-a]pyridin-2-yl)-6,7-dihydro-1H-imidazo[4,5-c]pyridin-5(4H)-yl)methanone